C12CN(CC(CC1)O2)C2=CC(=C(N=N2)CNC(=O)C2=CC=NN2)N2CC(OCC2)C N-((6-(8-oxa-3-azabicyclo[3.2.1]octan-3-yl)-4-(2-methylmorpholino)pyridazin-3-yl)Methyl)-1H-pyrazole-5-carboxamide